C1(=CC=C(C=C1)P([O-])(=O)[O-])P([O-])(=O)[O-] 1,4-benzenediphosphonate